1-methyl-d3-2-nitro-1H-imidazole-5-carbaldehyde C(N1C(=NC=C1C=O)[N+](=O)[O-])([2H])([2H])[2H]